1-methyl-3-pentafluoroethyl-4-trifluoromethyl-1H-pyrazole CN1N=C(C(=C1)C(F)(F)F)C(C(F)(F)F)(F)F